FC(C1=C(CN2C(C3=NN(C(=C3C2)C2=C3C=CNC3=C(C=C2)F)C2=C(C=CC=C2CC)CC)(C)C)C=CC(=C1)C(F)(F)F)(F)F 4-(5-(2,4-bis(trifluoromethyl)benzyl)-2-(2,6-diethylphenyl)-6,6-dimethyl-2,4,5,6-tetrahydropyrrolo[3,4-c]pyrazol-3-yl)-7-fluoro-1H-indole